(S)-N-(2,3-dihydro-1H-inden-1-yl)-2-(2-methylpyridin-3-yl)benzo[d]Thiazole-6-Formamide [C@@H]1(CCC2=CC=CC=C12)NC(=O)C1=CC2=C(N=C(S2)C=2C(=NC=CC2)C)C=C1